O1C=CC2=C1C=CC(=C2)C=2C=C(OC2)C(CCC(=O)O)=O 4-(4-(benzofuran-5-yl)furan-2-yl)-4-oxobutanoic acid